2-[2-(3,5-difluorophenyl)acetamido]-N-(5-methyl-6-oxo-6,7-dihydro-5H-dibenzo[b,d]azepin-7-yl)propanamide FC=1C=C(C=C(C1)F)CC(=O)NC(C(=O)NC1C2=C(C3=C(N(C1=O)C)C=CC=C3)C=CC=C2)C